(R)-4,4'-dibromo-6,6'-dichloro-2,2'-diethoxy-1,1'-binaphthyl BrC1=CC(=C(C2=CC=C(C=C12)Cl)C1=C(C=C(C2=CC(=CC=C12)Cl)Br)OCC)OCC